[3-[[3-(2-amino-2-oxoethyl)-2-ethyl-1-(phenylmethyl)-1H-indol-5-yl]oxy]propyl]-phosphonic acid NC(CC1=C(N(C2=CC=C(C=C12)OCCCP(O)(O)=O)CC1=CC=CC=C1)CC)=O